tert-butyl 4-(1-hydroxy-3-methoxy-2,2-dimethyl-3-oxopropyl)-5-methoxy-7-methyl-1H-indole-1-carboxylate OC(C(C(=O)OC)(C)C)C1=C2C=CN(C2=C(C=C1OC)C)C(=O)OC(C)(C)C